methyl 5-(tert-butyl)-1-(2,4-dimethoxybenzyl)-2-oxo-11-(trifluoromethyl)-1,2,5,6-tetrahydropyrido[2',1':2,3]imidazo[4,5-h]quinoline-3-carboxylate C(C)(C)(C)C1C=2C=C(C(N(C2C2=C(C1)N1C(=N2)C(=CC=C1)C(F)(F)F)CC1=C(C=C(C=C1)OC)OC)=O)C(=O)OC